(R)-6-(8-(3,4-difluorophenyl)-6-azaspiro[3.4]octane-6-carbonyl)pyrazin-2(1H)-one FC=1C=C(C=CC1F)[C@H]1CN(CC12CCC2)C(=O)C2=CN=CC(N2)=O